2,6-dihydroxy-benzoate OC1=C(C(=O)[O-])C(=CC=C1)O